4-{[3-cyano-4-(4-methoxyphenyl)-5-methylthiophen-2-yl]carbamoyl}benzene C(#N)C1=C(SC(=C1C1=CC=C(C=C1)OC)C)NC(=O)C1=CC=CC=C1